FC(C1=CC=C(C(=N1)OC)CC(=O)OC(C)(C)C)F tert-butyl 2-(6-(difluoromethyl)-2-methoxypyridin-3-yl)acetate